tert-butyl-3-(4-((4-(imidazo[1,2-a]pyridin-7-yloxy)-3-methylphenyl)amino)pyrrolo[2,1-f][1,2,4]triazin-5-yl)azetidine C(C)(C)(C)N1CC(C1)C=1C=CN2N=CN=C(C21)NC2=CC(=C(C=C2)OC2=CC=1N(C=C2)C=CN1)C